NC1CCN(CC1)C1=NC=C(C(=C1CC#N)C1=CC(=C(C#N)C=C1)F)C1=CC(=C(C=C1)OC)O 4-(2-(4-Aminopiperidin-1-yl)-3-(cyanomethyl)-5-(3-hydroxy-4-methoxyphenyl)pyridin-4-yl)-2-fluoroBenzonitrile